BrCCCC(=O)OCCCCCCCCCC=CCC=CCCCC octadec-10,13-dien-1-yl 4-bromobutyrate